(7R)-2-{2-[1-(Cyclopropylmethyl)-6-(7-fluoro-1H-indazol-4-yl)-1H-indol-2-yl]-3-methylpyrazolo[1,5-a]pyridine-6-carbonyl}-2-azabicyclo[2.2.1]heptan-7-amine C1(CC1)CN1C(=CC2=CC=C(C=C12)C1=C2C=NNC2=C(C=C1)F)C1=NN2C(C=CC(=C2)C(=O)N2C3CCC(C2)[C@H]3N)=C1C